2-oxo-2,3-dihydrobenzothiazol-5-oxy-propionic acid O=C1SC2=C(N1)C=C(C=C2)OC(C(=O)O)C